N-(4-{[6-(5-chloro-2-fluorophenyl)-3-cyclopropylpyridazin-4-yl]amino}pyridin-2-yl)-3-(4-methylpiperazin-1-yl)propenamide ClC=1C=CC(=C(C1)C1=CC(=C(N=N1)C1CC1)NC1=CC(=NC=C1)NC(C=CN1CCN(CC1)C)=O)F